tert-butyl 2-(5-fluoro-2-((tetrahydro-2H-pyran-4-yloxy)methyl)phenyl)-2-((3R)-3-(1-fluoro-5-(5,6,7,8-tetrahydro-1,8-naphthyridin-2-yl)pentyl)pyrrolidin-1-yl)acetate FC=1C=CC(=C(C1)C(C(=O)OC(C)(C)C)N1C[C@@H](CC1)C(CCCCC1=NC=2NCCCC2C=C1)F)COC1CCOCC1